N-((1,2,3,5,6,7-Hexahydro-s-indacen-4-yl)carbamoyl)-1-iso-propylpiperidine-4-sulfonamide, potassium salt [K].C1CCC2=C(C=3CCCC3C=C12)NC(=O)NS(=O)(=O)C1CCN(CC1)C(C)C